ClC1=C(C(=NN1CC1=CC=C(C=C1)C)CC)C=O 5-CHLORO-3-ETHYL-1-[(4-METHYLPHENYL)METHYL]-1H-PYRAZOLE-4-CARBALDEHYDE